4-[2-(2-chloro-5-methoxy-phenyl)azepan-1-yl]-6-methyl-pyrimidin-2-amine ClC1=C(C=C(C=C1)OC)C1N(CCCCC1)C1=NC(=NC(=C1)C)N